O1CCN(CC1)C1=CC=C(C=N1)C=1C=2N(C=C(C1)C1=CC=C(C=C1)N1CCNCC1)N=CC2C#N 4-(6-morpholino-3-pyridyl)-6-(4-piperazin-1-ylphenyl)pyrazolo[1,5-a]pyridine-3-carbonitrile